(5-(2-chloro-4-fluorophenoxy)pyrimidin-4-yl)-2-azaspiro[4.4]non-7-ene-2-carboxylic acid tert-butyl ester C(C)(C)(C)OC(=O)N1C(C2(CC1)CC=CC2)C2=NC=NC=C2OC2=C(C=C(C=C2)F)Cl